(4S)-p-menth-1-ene-7,8-diol C1(=CC[C@H](CC1)C(C)(C)O)CO